1-cyclopropyl-N-{2,3-dimethoxy-6H,7H,8H-cyclopenta[b]1,5-naphthyridin-9-yl}piperidin-4-amine C1(CC1)N1CCC(CC1)NC1=C2C(=NC3=CC(=C(N=C13)OC)OC)CCC2